N-((S)-4-cyclopropyl-1-oxo-1-(((S)-1-phenyl-ethyl)amino)butan-2-yl)-3,6,6-trimethyl-4-oxo-4,5,6,7-tetrahydro-1H-indole-2-carboxamide iron-nickel-tin [Sn].[Ni].[Fe].C1(CC1)CC[C@@H](C(N[C@@H](C)C1=CC=CC=C1)=O)NC(=O)C=1NC=2CC(CC(C2C1C)=O)(C)C